Cl.NC=1C=C(C=C(C(=O)NCC(CO)O)C1)C(=O)NCC(CO)O 5-amino-N,N'-bis(2,3-dihydroxypropyl)isophthalamide hydrochloride